N-(4-((2-amino-3-((4-methylpiperazin-1-yl)methyl)pyridin-4-yl)oxy)-3-fluorophenyl)-1-phenyl-5-(trifluoromethyl)-1H-pyrazole-4-carboxamide NC1=NC=CC(=C1CN1CCN(CC1)C)OC1=C(C=C(C=C1)NC(=O)C=1C=NN(C1C(F)(F)F)C1=CC=CC=C1)F